2-(1-Cyanopyrrolidin-2-yl)-N-methyl-6-phenylbenzo[d]oxazole-4-carboxamide C(#N)N1C(CCC1)C=1OC=2C(N1)=C(C=C(C2)C2=CC=CC=C2)C(=O)NC